4-amino-7-cyano-N-methyl-N-((3S)-6-(trifluoromethyl)-2,3-dihydro-1-benzofuran-3-yl)-1,3-dihydrofuro[3,4-c]quinoline-8-carboxamide NC1=NC=2C=C(C(=CC2C2=C1COC2)C(=O)N([C@@H]2COC1=C2C=CC(=C1)C(F)(F)F)C)C#N